tert-butyl (2,2-dimethyl-3-vinyl-2H-chromen-7-yl)(methyl)carbamate CC1(OC2=CC(=CC=C2C=C1C=C)N(C(OC(C)(C)C)=O)C)C